C1=CC(=CN=C1)NC(=O)C2=CC(=CC(=C2)C(=O)NC3=CN=CC=C3)C(=O)NC4=CN=CC=C4 The molecule is a tricarboxylic acid triamide resulting from the formal condensation of the each carboxy group or benzene-1,3,5-tricarboxylic acid with the primary amino group of a molecule of 3-aminopyridine. It is a tricarboxylic acid triamide and a secondary carboxamide. It derives from a benzene-1,3,5-tricarboxylic acid.